pyrano[3,4-b]Pyrrole N=1C=2C(=CC1)C=COC2